3-(1-(2-pentylpiperidin-4-yl)-1H-indol-5-yl)urea C(CCCC)C1NCCC(C1)N1C=CC2=CC(=CC=C12)NC(N)=O